Phenyl-(4-tolyl)methylamine C1(=CC=CC=C1)NCC1=CC=C(C=C1)C